imidazolinium chloride salt [Cl-].[NH2+]1C=NCC1